FC1(CO1)C1=CC=CC=C1 fluorophenylethylene oxide